2-(3-(1,6-naphthyridin-8-yl)-2,4-dioxo-1,2,3,4-tetrahydrothieno[3,2-d]pyrimidin-6-yl)-4-methoxybenzonitrile N1=CC=CC2=CN=CC(=C12)N1C(NC2=C(C1=O)SC(=C2)C2=C(C#N)C=CC(=C2)OC)=O